[2-(10-Butyl-7,8-dimethyl-2,4-dioxo-4,10-dihydro-2H-benzo[g]pteridin-3-yl)-ethyl]-trimethyl-ammonium bromide [Br-].C(CCC)N1C2=C(N=C3C(N(C(N=C13)=O)CC[N+](C)(C)C)=O)C=C(C(=C2)C)C